ClC=1C=NN(C(C1)=O)[C@@H](C(=O)NC1=CC(=C(C=C1)C)S(NCCC1=CC=C(C=C1)S(=O)(=O)C)(=O)=O)C (2R)-2-(4-chloro-6-oxo-pyridazin-1-yl)-N-[4-methyl-3-[2-(4-methylsulfonylphenyl)ethylsulfamoyl]phenyl]propanamide